FC(CN1N=C(C(=C1)C1=CN=C2N1C=CN=C2NC2=CC(=C(C(=O)N1CCN(CC1)C(=O)C1CCNCC1)C(=C2)C)F)C(F)(F)F)F (4-(4-((3-(1-(2,2-difluoroethyl)-3-(trifluoromethyl)-1H-pyrazol-4-yl)imidazo[1,2-a]pyrazin-8-yl)amino)-2-fluoro-6-methylbenzoyl)piperazin-1-yl)(piperidin-4-yl)methanone